3-(5-amino-2-bromo-4-fluorophenyl)-7-(dimethylamino)-1-ethyl-1,6-naphthyridin-2(1H)-one NC=1C(=CC(=C(C1)C=1C(N(C2=CC(=NC=C2C1)N(C)C)CC)=O)Br)F